3-(benzyloxy)-4,4-dimethoxytetrahydro-2H-pyran C(C1=CC=CC=C1)OC1COCCC1(OC)OC